C(C)CC1=CC(=CC=C1)S(=O)(=O)O ethyl-(m-toluenesulfonic acid)